C(C)(C)(C)OC(=O)N1CCC(CC1)N1N=CC(=C1)C1=NC2=CC=C(C=C2C(=N1)N1[C@H](COCC1)C1=CC=CC=C1)C=1C(=NOC1C)C (S)-4-(4-(6-(3,5-dimethylisoxazol-4-yl)-4-(3-phenylmorpholino)quinazolin-2-yl)-1H-pyrazol-1-yl)piperidine-1-carboxylic acid tert-butyl ester